8-azabicyclo[3.2.1]octan-6-ol Palladium [Pd].C12CCCC(C(C1)O)N2